naphtho[1,8-de][1,3]Thiazine-2-thiol S1C(=NC2=C3C1=CC=CC3=CC=C2)S